FC(C(=O)O)(F)F.C(C)(=O)N acetamide trifluoroacetate